7-((((benzyloxy)carbonyl)amino)methyl)-7-(5-cyclopropylisoxazol-3-yl)-3-azabicyclo[4.1.0]heptan-3-ium chloride [Cl-].C(C1=CC=CC=C1)OC(=O)NCC1(C2CC[NH2+]CC12)C1=NOC(=C1)C1CC1